C(C1=CC=CC=C1)(C1=CC=CC=C1)N(C=1N(C(C(=C(N1)C(=O)NC=1C=NOC1C)O)=O)C)C 2-(benzhydryl(methyl)amino)-5-hydroxy-1-methyl-N-(5-methylisoxazol-4-yl)-6-oxo-1,6-dihydropyrimidine-4-carboxamide